Benzyl ((1R,3S)-3-hydroxy-3-methylcyclohexyl)carbamate O[C@@]1(C[C@@H](CCC1)NC(OCC1=CC=CC=C1)=O)C